(S)-(3-((5-(1-amino-1,3-dihydrospiro[indene-2,4'-piperidin]-1'-yl)pyrazin-2-yl)thio)-2-chlorophenyl)dimethylphosphine oxide N[C@@H]1C2=CC=CC=C2CC12CCN(CC2)C=2N=CC(=NC2)SC=2C(=C(C=CC2)P(C)(C)=O)Cl